ClC=1N=NC(=CC1N1CCN(CC1)CC=1C=C2C(N(C(C2=CC1)=O)N1C(NC(CC1)=O)=O)=O)Cl 5-((4-(3,6-dichloropyridazin-4-yl)piperazin-1-yl)methyl)-2-(2,4-dioxotetrahydropyrimidine-1(2H)-yl)isoindoline-1,3-dione